C(C)(C)(C)OC(=O)NC1CCNCC1 4-tertbutoxycarbonylaminopiperidine